Racemic-1-(3-cyclopropylcyclobutyl)-3-(isoquinolin-4-yl)-2-oxoimidazolidine-4-carbonitrile C1(CC1)C1CC(C1)N1C(N([C@H](C1)C#N)C1=CN=CC2=CC=CC=C12)=O |r|